2-(1-(heptyloxy)prop-1-en-2-yl)naphthalene C(CCCCCC)OC=C(C)C1=CC2=CC=CC=C2C=C1